C(=O)(OC(C)(C)C)C=1NC=CC1 BOC-pyrrol